2,5,6-triamino-5-pyrimidinol NC=1N=C(C(CN1)(O)N)N